C(=C)[C@H]1C[C@H](C1)S(=O)(=O)N CIS-3-VINYLCYCLOBUTANE-1-SULFONAMIDE